O1CCN(CC1)CCOC=1C=C(C=CC1)C1=C2CCC=NC2=CC=C1 5-(3-(2-morpholinoethoxy)phenyl)-3,4-dihydroquinolin